1,3-dibromopropanediol BrC(CCBr)(O)O